α-methyl-β-(p-t-butylphenyl)-propionaldehyde CC(C=O)CC1=CC=C(C=C1)C(C)(C)C